NC(C)(C)C=1N(N=C2C(=CC(=CC12)C1=NC(=NC=C1Cl)N[C@@H]1CCOC[C@H]1O)F)C 3-({4-[3-(2-aminopropan-2-yl)-7-fluoro-2-methyl-2H-indazol-5-yl]-5-chloropyrimidin-2-yl}amino)-1,5-anhydro-2,3-dideoxy-D-threo-pentitol